1-ethyl-9,10-bis[2-carboxy(3,6-methano-4-cyclohexenyl)]carbonyloxyanthracene C(C)C1=CC=CC2=C(C3=CC=CC=C3C(=C12)OC(=O)C1C(C2C=CC1C2)C(=O)O)OC(=O)C2C(C1C=CC2C1)C(=O)O